6-Carbamoylpyrazolo[1,5-a]pyrimidine-3-carboxylic acid C(N)(=O)C=1C=NC=2N(C1)N=CC2C(=O)O